CC1=CN=CC(=N1)C1=NC(=CN=C1)C 6,6'-dimethyl-2,2'-bipyrazine